CC(C)(C)OC(=O)N1[C@@H](C[C@H](C1)Br)C(=O)OC (2S,4R)-4-bromo-2-(methoxycarbonyl)tetrahydropyrrole-1-carboxylic acid-2-methylpropan-2-yl ester